ClC1=C(OCC(CO)O)C(=CC(=C1)S(=O)(=O)C1=CC=C(C=C1)OCCCCl)Cl 3-(2,6-dichloro-4-((4-(3-chloropropoxy)phenyl)sulfonyl)phenoxy)propane-1,2-diol